NC1=C(C#N)C=C(C=C1F)Cl 2-amino-5-chloro-3-fluorobenzonitrile